C[As] Monomethylarsenic